8-pyrazolo[1,5-a]pyrimidin-3-yl-5H-pyrrolo[1,2-a]quinoxaline N1=CC(=C2N1C=CC=N2)C2=CC=C1NC=C3N(C1=C2)CC=C3